C(C)(=O)N1CCN(CC1)C1=CC=C(C=C1)C1=NC=2C(=NC=C(C2NC2CCN(CC2)C)Cl)N1 2-[4-(4-Acetylpiperazin-1-yl)phenyl]-6-chloro-N-(1-methylpiperidin-4-yl)-3H-imidazo[4,5-b]pyridin-7-amine